N1-(2-chloro-5-methylpyrimidin-4-yl)benzene-1,2-diamine ClC1=NC=C(C(=N1)NC=1C(=CC=CC1)N)C